4-(4-(8,9,10,11-Tetrahydro-3H-pyrazolo[4,3-a]phenanthridin-7-yl)benzoyl)piperazine-1-carboxylic acid tert-butyl ester C(C)(C)(C)OC(=O)N1CCN(CC1)C(C1=CC=C(C=C1)C1=NC2=CC=C3C(=C2C=2CCCCC12)C=NN3)=O